FC1=CC=C(C(=O)N2CC3(C2)N(CCC3)C3=C(C=CC=C3)/C=C/C(=O)NO)C=C1 (E)-3-(2-(2-(4-fluorobenzoyl)-2,5-diazaspiro[3.4]octan-5-yl)phenyl)-N-hydroxyacrylamide